FC1=C(C(=CC=C1)F)C=1SC=CC1 (2,6-difluorophenyl)thiophene